10,11-bis(4-(diphenylamino)phenyl)-7H-benzo[de]benzo[4,5]imidazo[2,1-a]isoquinoline C1(=CC=CC=C1)N(C1=CC=C(C=C1)C1=CC2=C(N=C3N2CC=2C=4C(=CC=CC34)C=CC2)C=C1C1=CC=C(C=C1)N(C1=CC=CC=C1)C1=CC=CC=C1)C1=CC=CC=C1